Methyl 3-benzyloxybenzoate C(C1=CC=CC=C1)OC=1C=C(C(=O)OC)C=CC1